NCC(=O)NCCCOC1=CC=C(C=C1)N1C(=NN=C1O)C1=C(C=C(C(=C1)C(C)C)O)O 2-Amino-N-(3-(4-(3-(2,4-dihydroxy-5-isopropylphenyl)-5-hydroxy-4H-1,2,4-triazole-4-yl)phenoxy)propyl)acetamide